[As].[N].[Al].[Ga] gallium aluminum nitrogen arsenic